rac-(3S,4R,5R)-3-fluoro-4,5-dimethoxypiperidine F[C@H]1CNC[C@H]([C@H]1OC)OC |r|